ClC1=CC=C(C(=O)NCC2=C(C=CC3=C2N(C(=N3)C)C)OC)C=C1 4-chloro-N-((6-methoxy-1,2-dimethyl-1H-benzimidazol-7-yl)methyl)benzamide